3-(2,6-Dichloro-3,5-dimethoxyphenyl)-1-[6-[[4-(4-ethylpiperazin-1-yl)phenyl]amino]pyrimidin-4-yl]-1-methylurea ClC1=C(C(=C(C=C1OC)OC)Cl)NC(N(C)C1=NC=NC(=C1)NC1=CC=C(C=C1)N1CCN(CC1)CC)=O